1-(10-mercaptodecyl)-3-methylimidazolium tetranitrate dysprosium [Dy+3].[N+](=O)([O-])[O-].[N+](=O)([O-])[O-].[N+](=O)([O-])[O-].[N+](=O)([O-])[O-].SCCCCCCCCCCN1C=[N+](C=C1)C